pyrrolo[4,3-c]pyridin-3-one C1=NC(C=2C=NC=CC21)=O